FC(OC1=C(C=CC(=C1)C(F)(F)F)C=1C=2N(C(=NN1)N[C@H]1C[C@H](CCC1)N)C=CC2)F (1r,3s)-N1-{1-[2-(difluoromethoxy)-4-(trifluoromethyl)phenyl]pyrrolo[1,2-d][1,2,4]triazin-4-yl}cyclohexan-1,3-diamine